(2R,3S,4S)-4-hydroxy-2-[(4-methoxyphenyl)methyl]pyrrolidin-3-yl N-[(3S)-piperidin-3-ylmethyl]carbamate N1C[C@H](CCC1)CNC(O[C@H]1[C@H](NC[C@@H]1O)CC1=CC=C(C=C1)OC)=O